N1(N=CC=C1)CC=1C=C(C(=O)NS(=O)(=O)C2=C(C=CC=C2OC)OC)C=C(C1)OC 3-((1H-pyrazol-1-yl)methyl)-N-((2,6-dimethoxyphenyl)sulfonyl)-5-methoxybenzamide